N1CCC(CC1)C=1C=C(C=CC1)N1C(NC(CC1)=O)=O 1-[3-(4-piperidinyl)phenyl]hexahydropyrimidine-2,4-dione